C(C)(C)(C)OC(=O)NCCN1N=CC(=C1)C(=O)OC Methyl 1-(2-{[(tert-butoxy) carbonyl] amino} ethyl)-1H-pyrazole-4-carboxylate